11-((3-(3-aminoprop-1-yn-1-yl)phenyl)amino)-11-oxoundecanoic acid NCC#CC=1C=C(C=CC1)NC(CCCCCCCCCC(=O)O)=O